6-(Cyclopropanecarboxamido)-4-((5-(2-ethoxyethyl)-4-oxo-4,5-dihydrothieno[2,3-d]pyridazin-3-yl)amino)-N-(methyl-d3)nicotinamide C1(CC1)C(=O)NC1=NC=C(C(=O)NC([2H])([2H])[2H])C(=C1)NC1=CSC=2C=NN(C(C21)=O)CCOCC